[OH-].[Ba+2].[OH-] barium hydroxide